bicyclopentenyl methacrylate C(C(=C)C)(=O)O.C1(=CCCC1)C1=CCCC1